4-[3-bromo-N-(2,2-difluoroethyl)-5-fluoro-anilino]-1-ethyl-5-fluoro-quinazolin-2-one BrC=1C=C(N(CC(F)F)C2=NC(N(C3=CC=CC(=C23)F)CC)=O)C=C(C1)F